tert-butyl 4-(5-(trimethylsilyl)isoxazol-3-yl)piperidine-1-carboxylate C[Si](C1=CC(=NO1)C1CCN(CC1)C(=O)OC(C)(C)C)(C)C